dioctadecyl-bis-(2-methoxyethoxy)silane dec-9-en-1-yl-4-hydroxybenzoate C(CCCCCCCC=C)OC(C1=CC=C(C=C1)O)=O.C(CCCCCCCCCCCCCCCCC)[Si](OCCOC)(OCCOC)CCCCCCCCCCCCCCCCCC